N-((3S,4R)-4-((6-(2,6-dichloro-3,5-di-methoxyphenyl)-8-((tetrahydrofuran-3-yl)amino)pyrido[3,4-d]pyrimidin-2-yl)amino)-1-(1-methyl-1H-pyrazol-4-yl)pyrrolidin-3-yl)acrylamide ClC1=C(C(=C(C=C1OC)OC)Cl)C1=CC2=C(N=C(N=C2)N[C@H]2[C@H](CN(C2)C=2C=NN(C2)C)NC(C=C)=O)C(=N1)NC1COCC1